ClC=1C(=C(C=CC1)SC=1N=NC2=CC=CC=C2C1C1=NOCC(N1)CC1=C(C=C(C=C1)C)Cl)F 3-[(3-chloro-2-fluorophenyl)sulfanyl]-4-[5-(2-chloro-4-methylbenzyl)-5,6-dihydro-4H-1,2,4-oxadiazin-3-yl]cinnoline